CC1([C@@H]2CCC([C@@H]([C@]2(CCC1)C)CC/C(=C/O)/C)=C)C (E)-4-[(1S,4aS,8aS)-5,5,8a-trimethyl-2-methylene-decalin-1-yl]-2-methyl-but-1-en-1-ol